2-[1-[2-(5,7-Dihydropyrrolo[3,4-d]pyrimidin-6-yl)-6-methyl-4-oxo-chromen-8-yl]ethylamino]benzoic acid N1=CN=CC2=C1CN(C2)C=2OC1=C(C=C(C=C1C(C2)=O)C)C(C)NC2=C(C(=O)O)C=CC=C2